[2-[1-(4-amino-2-fluoro-phenyl)-4-piperidinyl]ethyl]-4-fluoro-piperidine-1-carboxylic acid benzyl ester C(C1=CC=CC=C1)OC(=O)N1C(CC(CC1)F)CCC1CCN(CC1)C1=C(C=C(C=C1)N)F